N,N-diethyl-furfuryl-amine nitrate [N+](=O)(O)[O-].C(C)N(CC)CC1=CC=CO1